ClC=1C=CC(=C(C1)C1=NNC=C1C=1N=C2C=C(C=NC2=CC1)NCCN1C[C@H](N[C@H](C1)C)C)F |r| 6-[3-(5-chloro-2-fluoro-phenyl)-1H-pyrazol-4-yl]-N-[2-[rac-(3R,5S)-3,5-dimethylpiperazin-1-yl]ethyl]-1,5-naphthyridine-3-amine